(2S,4R)-N-[2-(2-aminothiazol-5-yl)ethyl]-1-[(2S)-2-(4-cyclopropyltriazol-1-yl)-3,3-dimethyl-butanoyl]-4-hydroxy-pyrrolidine-2-carboxamide NC=1SC(=CN1)CCNC(=O)[C@H]1N(C[C@@H](C1)O)C([C@H](C(C)(C)C)N1N=NC(=C1)C1CC1)=O